C(CCCCCCCCCCCCCCC)O[C@H]1[C@@H](O[C@@H]([C@H]1O)CO)N1C(=O)NC(=O)C=C1 O-hexadecyl-uridine